Cl.N[C@@H]([C@@H](O)C)C(=O)O L-allothreonine HCl salt